methyl-4-[[4-carbamoyl-1-(trans-2-cyanocyclopentyl)pyrazol-3-yl]amino]-2-(4,4,5,5-tetramethyl-1,3,2-dioxaborolan-2-yl)benzoate COC(C1=C(C=C(C=C1)NC1=NN(C=C1C(N)=O)[C@H]1[C@@H](CCC1)C#N)B1OC(C(O1)(C)C)(C)C)=O